(R)-6-chloro-3-((1-(2-(2-(cyclopropylmethyl)-2H-indazol-5-yl)-3,6-dimethyl-4-oxo-3,4-dihydroquinazolin-8-yl)ethyl)amino)-N-(methylsulfonyl)picolinamide ClC1=CC=C(C(=N1)C(=O)NS(=O)(=O)C)N[C@H](C)C=1C=C(C=C2C(N(C(=NC12)C1=CC2=CN(N=C2C=C1)CC1CC1)C)=O)C